tert-butyl (R)-3-((3-(1-methylcyclopropane-1-carbonyl)-1-((2-(trimethylsilyl)ethoxy)methyl)-1H-pyrrolo-[2,3-b]pyridin-4-yl)amino)piperidine-1-carboxylate CC1(CC1)C(=O)C1=CN(C2=NC=CC(=C21)N[C@H]2CN(CCC2)C(=O)OC(C)(C)C)COCC[Si](C)(C)C